ClC1=NNC=C1C=1C=C2C=CN(C(C2=CN1)=O)CC=1C=C(C(=O)NC(C)C)C=C(C1)F 3-((6-(3-chloro-1H-pyrazol-4-yl)-1-oxo-2,7-naphthyridin-2(1H)-yl)methyl)-5-fluoro-N-isopropylbenzamide